3,5-dichloro-2-fluoropyridine ClC=1C(=NC=C(C1)Cl)F